vanadous oxide [O-2].[V+2]